C(C)[C@@H]1CN(CC[C@H]1OC1=CC(=CC=C1)C(C)C)C1=CC(N(C=2C=CC(=NC12)C#N)C)=O 8-((3R,4R)-3-ethyl-4-(3-isopropylphenoxy)piperidin-1-yl)-5-methyl-6-oxo-5,6-dihydro-1,5-naphthyridin-2-carbonitril